C12(CC3(CC(CC(C1)C3)(C2)C(=O)Cl)C(=O)Cl)C(=O)Cl 1,3,5-adamantanetricarbonyl chloride